N1(CCC1)CCCOC1=NC2=C(C(=C(C=C2C(=N1)N1C[C@H]2CC[C@@H](C1)N2C(=O)OC(C)(C)C)Cl)C2=CC(=CC1=CC=CC=C21)O)F tert-Butyl (1R,5S)-3-((S or R)-2-(3-(azetidin-1-yl)propoxy)-6-chloro-8-fluoro-7-(3-hydroxynaphthalen-1-yl)quinazolin-4-yl)-3,8-diazabicyclo[3.2.1]octane-8-carboxylate